N-(9-((6aR,8R,9R,9aR)-2,2,4,4-tetraisopropyl-9-((methylthio)methoxy)tetrahydro-6H-furo[3,2-f][1,3,5,2,4]trioxadisilocin-8-yl)-9H-purin-6-yl)benzamide C(C)(C)[Si]1(O[Si](OC[C@@H]2[C@@H](O1)[C@H]([C@@H](O2)N2C1=NC=NC(=C1N=C2)NC(C2=CC=CC=C2)=O)OCSC)(C(C)C)C(C)C)C(C)C